N(C(=O)NC1=CC=C(C(=C1)C)N=C=O)C1=CC=C(C(=C1)C)N=C=O 5,5'-ureylenedi-o-tolyldiisocyanate